C[C@@]12OC3=C([C@@H](NC(N1)=O)C2)C=CC=C3 (2S,6S)-2-methyl-4-oxo-5,6-dihydro-2H-2,6-Methanobenzo[g][1,3,5]oxadiazocine